ClC1=CC(=C(C(=C1)C)C1=CC=C(N=N1)C(=O)OC)O Methyl 6-(4-chloro-2-hydroxy-6-methylphenyl)pyridazine-3-carboxylate